BrC=1C(=C2C(NC=NC2=CC1)=O)OC 6-bromo-5-methoxy-quinazolin-4-one